6-((4-(7H-pyrrolo[2,3-c]pyridazin-3-yl)piperidin-1-yl)sulfonyl)benzo[d]thiazole N1=NC(=CC2=C1NC=C2)C2CCN(CC2)S(=O)(=O)C2=CC1=C(N=CS1)C=C2